BrC=1C=C(C=C(C(=O)N([C@H](C)C2=CC3=CC=CC=C3C=C2)[C@H](C)C2=CC3=CC=CC=C3C=C2)C1)C(=O)N 5-Bromo-N,N-di((R)-1-(2-naphthyl)ethyl)isophthalamide